N,N-diethyl-2-(α-naphthoxy)propionamide Ethyl-6-tert-butyl-9-[2-(3,3-difluoroazetidin-1-yl)thiazol-5-yl]-10-methoxy-2-oxo-6,7-dihydro-2H-pyrido[2,1-a]isoquinoline-3-carboxylate C(C)OC(=O)C=1C(C=C2N(C(CC3=CC(=C(C=C23)OC)C2=CN=C(S2)N2CC(C2)(F)F)C(C)(C)C)C1)=O.C(C)N(C(C(C)OC1=CC=CC2=CC=CC=C12)=O)CC